rac-(4aR,6R,7aS)-4-[6-(2-hydroxy-4,6-dimethyl-phenyl)pyridazin-3-yl]-3,4a,5,6,7,7a-hexahydro-2H-cyclopenta[b][1,4]oxazin-6-ol OC1=C(C(=CC(=C1)C)C)C1=CC=C(N=N1)N1[C@H]2[C@@H](OCC1)C[C@@H](C2)O |r|